(2R,5S)-2-[3-(4-chlorophenyl)phenyl]-5-[(2,2,2-trifluoroethylamino)methyl]-1,4-thiazepan-3-one ClC1=CC=C(C=C1)C=1C=C(C=CC1)[C@H]1SCC[C@H](NC1=O)CNCC(F)(F)F